ClC1=NSC(=C1Cl)C(=O)O 3,4-dichloro-isothiazole-5-carboxylic acid